C(C)(C)OC(=O)CCCCCC=C1C2=CC=CC=C2C(C=2C=CC=CC12)=CCCCCCC(=O)OC(C)C 9,10-bis(isopropoxycarbonylhexylidene)anthracene